(5S,7R,8R,9S,10R)-8-hydroxy-7-(hydroxymethyl)-9-(4-(3,4,5-trifluorophenyl)-1H-1,2,3-triazol-1-yl)-1,6-dioxaspiro[4.5]decan-10-yl 2-(trifluoromethyl)benzoate FC(C1=C(C(=O)O[C@@H]2[C@H]([C@H]([C@H](O[C@@]23CCCO3)CO)O)N3N=NC(=C3)C3=CC(=C(C(=C3)F)F)F)C=CC=C1)(F)F